ClC=1C=C(OC2=C(C=C(C=C2)C2N(C(C=3NN=C(C32)C3=CC=CC=2NC(OC23)=O)=O)CC(C)(F)F)OCCCC(F)(F)F)C=CC1OC(F)(F)F 7-[4-{4-[3-Chloro-4-(trifluoromethoxy)phenoxy]-3-(4,4,4-trifluorobutoxy)phenyl}-5-(2,2-difluoropropyl)-6-oxo-1,4,5,6-tetrahydropyrrolo[3,4-c]pyrazol-3-yl]-1,3-benzoxazol-2(3H)-one